FC(C=1C=C(N)C=CC1)(F)F 3-(trifluorometh-yl)aniline